[3-amino-6-(3-pyridinyl)-4-(trifluoromethyl)thieno[2,3-b]pyridin-2-yl](4-fluorophenyl)methanone NC1=C(SC2=NC(=CC(=C21)C(F)(F)F)C=2C=NC=CC2)C(=O)C2=CC=C(C=C2)F